N-(4-maleimidobutyryl-oxy)succinimide C1(C=CC(N1CCCC(=O)ON1C(CCC1=O)=O)=O)=O